BrC1=CC(=NC=C1)NC(CCNCCCNCC(F)(F)F)=O N-(4-bromopyridin-2-yl)-3-({3-[(2,2,2-trifluoroethyl)amino]propyl}amino)propanamide